C1(CC1)NC1=NC(=NC=C1C(F)(F)F)NC1=C2C=NN(C2=CC=C1)CCS(=O)(=O)CC N4-cyclopropyl-N2-(1-(2-(ethylsulfonyl)ethyl)-1H-indazol-4-yl)-5-(trifluoromethyl)pyrimidine-2,4-diamine